(1S,2S)-2-fluoro-N-[3-(6-methoxy-1,3-benzoxazol-5-yl)-1-[[2-(trimethylsilyl)ethoxy]methyl]pyrrolo[2,3-b]pyridin-6-yl]cyclopropane-1-carboxamide F[C@@H]1[C@@H](C1)C(=O)NC1=CC=C2C(=N1)N(C=C2C=2C(=CC1=C(N=CO1)C2)OC)COCC[Si](C)(C)C